tert-butyl N-[2-[1-(2,2-difluoroethyl)pyrazol-4-yl]-5-ethylsulfonyl-1-methyl-imidazol-4-yl]carbamate FC(CN1N=CC(=C1)C=1N(C(=C(N1)NC(OC(C)(C)C)=O)S(=O)(=O)CC)C)F